[Si](C)(C)(C(C)(C)C)OC1CC2CCCC(C1)N2N=N 3-((tert-butyldimethylsilyl)oxy)-9-azabicyclo[3.3.1]nonan-9-yldiazene